(5-{[2-(5-Chloropyridin-2-yl)imidazo[1,2-a]pyridin-3-yl]methyl}-2,5-diazabicyclo[2.2.2]oct-2-yl)-(3-fluoro-6-methoxypyridin-2-yl)methanon ClC=1C=CC(=NC1)C=1N=C2N(C=CC=C2)C1CN1C2CN(C(C1)CC2)C(=O)C2=NC(=CC=C2F)OC